tris(1,1,2-trimethylpropyloxy)bismuth [6-[[[[(1-methyl-1H-tetrazol-5-yl)phenylmethylene]amino]oxy]methyl]-2-pyridinyl]carbamate CN1N=NN=C1C(C1=CC=CC=C1)=NOCC1=CC=CC(=N1)NC(O)=O.CC(C(C)C)(O[Bi](OC(C(C)C)(C)C)OC(C(C)C)(C)C)C